BrC=1C=C(C(=CC1)NC=1C(=NC(=CC1)OCC1=CC=CC=C1)OCC1=CC=CC=C1)N 4-bromo-N1-(2,6-dibenzyloxy-3-pyridyl)benzene-1,2-diamine